3-((5-Bromo-3-chloro-2-hydroxyphenyl)sulfonamido)-5-(1-cyanocyclobutyl)-2-hydroxy-N-methylbenzamide BrC=1C=C(C(=C(C1)S(=O)(=O)NC=1C(=C(C(=O)NC)C=C(C1)C1(CCC1)C#N)O)O)Cl